C(C1=CC=CC=C1)NC1=NC(=NC2=CC(=CC=C12)C1[C@H]([C@@H]([C@H](O1)CO)O)F)Cl (2R,3R,4S)-5-(4-(benzylamino)-2-chloroquinazolin-7-yl)-4-fluoro-2-(hydroxymethyl)tetrahydrofuran-3-ol